(5-amino-7-methoxyimidazo[1,2-c]quinazolin-2-yl)(3-azabicyclo[3.1.0]hexan-3-yl)methanone NC1=NC=2C(=CC=CC2C=2N1C=C(N2)C(=O)N2CC1CC1C2)OC